ClC1=CC=C(C=C1)C=1OC(=CN1)CNC 1-(2-(4-chlorophenyl)oxazol-5-yl)-N-methylmethylamine